FC1=C(C=C2C=NNC2=C1)OC 6-fluoro-5-methoxy-1H-indazole